4,4-bis(((Z)-oct-5-en-1-yl)oxy)butanoic acid 8-bromooctyl ester BrCCCCCCCCOC(CCC(OCCCC\C=C/CC)OCCCC\C=C/CC)=O